C(C=C)OC(=O)C(CCCCC)CC Octane-6-carboxylic acid allyl ester